C1=CC(=CC=C1NC(=O)C2=C(C=CC(=C2)N)Cl)F 5-amino-2-chloro-N-(4-fluorophenyl)benzamide